ClC1=C(C=CC(=C1)C(C(=O)N)OC1=CC=C(C=C1)C(C)(C)C)C(C(=O)N)OC1=CC=C(C=C1)C(C)(C)C 2-Chlorobenzene-1,4-diylbis[2-(4-tert-butylphenoxy)acetamide]